C(CCCCCC)(=O)O.N=1NN(N=CC1)C1=CC=C(C[C@H](N)C(=O)O)C=C1 4-(1,2,3,4-tetrazin-3-yl)phenylalanine heptanoate